7-Cyano-7-Carbaguanine C(#N)C1C=NC=2N=C(NC(C12)=O)N